C1=CC=CC=2C3=CC=CC=C3C(C12)COC(=O)NC1=C(C=2N=CN=C(C2S1)Cl)C(=O)OCC ethyl 6-((((9H-fluoren-9-yl)methoxy)carbonyl)amino)-4-chlorothieno[3,2-d]pyrimidine-7-carboxylate